(S)-6-(tert-butoxymethyl)-1-(4-(trifluoromethyl)benzyl)piperazine-2,5-dione C(C)(C)(C)OC[C@H]1C(NCC(N1CC1=CC=C(C=C1)C(F)(F)F)=O)=O